di-acetyl-phytosphingosine C(C)(=O)N([C@@H](CO)[C@H](O)[C@H](O)CCCCCCCCCCCCCC)C(C)=O